5-bromopyrimidinone BrC=1C=NC(NC1)=O